C(C)(C)(C)OC(=O)N1CC(C1)N1N=C2C=C(C=C(C2=C1)C=1SC(=CN1)C)C(=O)O 2-(1-(tert-butoxycarbonyl)azetidine-3-yl)-4-(5-methylthiazol-2-yl)-2H-indazole-6-carboxylic acid